6-[[4-[(3R,5R)-5-[(5-chloro-1-methyl-6-oxo-pyridazin-4-yl)amino]-1-methyl-3-piperidyl]phenyl]methyl]-2-(2,6-dioxo-3-piperidyl)-5,7-dihydropyrrolo[3,4-f]isoindole-1,3-dione ClC1=C(C=NN(C1=O)C)N[C@@H]1C[C@@H](CN(C1)C)C1=CC=C(C=C1)CN1CC=2C=C3C(=CC2C1)C(N(C3=O)C3C(NC(CC3)=O)=O)=O